2-(difluoromethoxy)-6-fluoro-N-((5-(2-methoxyphenyl)-1H-1,2,4-triazol-3-yl)methyl)benzamide FC(OC1=C(C(=O)NCC2=NNC(=N2)C2=C(C=CC=C2)OC)C(=CC=C1)F)F